O=C1OC(CC1C1CC2C(C(OC2=O)=O)C2=CC(=CC=C12)C)=O 5-(2,5-dioxotetrahydrofuran-3-yl)-8-methyl-3a,4,5,9b-tetrahydronaphtho[1,2-c]furan-1,3-dione